C(CCCCC(=O)O)(=O)O.CC(CCO)CCO (3-methyl-1,5-pentanediol) adipate